N1CC(OCC1=O)=O Morpholine-2,5-dione